2'-biphenyldimethanol C=1(C(=CC=CC1)CO)C=1C(=CC=CC1)CO